4-[4-(3-aminopropionamido)-1-methylpyrrole-2-amido]-1-methylimidazole NCCC(=O)NC=1C=C(N(C1)C)C(=O)NC=1N=CN(C1)C